C(C)N(CC)CCCN(CCCN(CC)CC)CCCN(CC)CC tris[3-(N,N-diethylamino)propyl]amine